BrC1=C(C(=C(C(=C1C(Cl)Cl)Br)C(Cl)Cl)Br)C(Cl)Cl 1,3,5-Tribromo-2,4,6-tri(dichloromethyl)benzene